C(#N)C=1C=C(C(=O)NC2=CNC3=CC(=C(C=C23)F)F)C=CC1OC(C)C 3-cyano-N-(5,6-difluoro-1H-indol-3-yl)-4-(propan-2-yloxy)benzamide